5-Fluoro-4-isobutyl-2-(piperazin-1-yl)benzonitrile hydrochloride tert-Butyl-4-(2-cyano-4-fluoro-5-isobutylphenyl)piperazine-1-carboxylate C(C)(C)(C)OC(=O)N1CCN(CC1)C1=C(C=C(C(=C1)CC(C)C)F)C#N.Cl.FC=1C(=CC(=C(C#N)C1)N1CCNCC1)CC(C)C